C(C)OC(=O)C=1OC2=C(C1)C=CC(=C2)S(NC2C(NCC(C2)F)N2CCC(CC2)OCC)(=O)=O 6-(N-(2-(4-ethoxypiperidin-1-yl)-5-fluoropiperidin-3-yl)sulfamoyl)benzofuran-2-carboxylic acid ethyl ester